(R)-3-(Azidomethyl)pyrrolidine-1-carboxylic acid tert-butyl ester C(C)(C)(C)OC(=O)N1C[C@@H](CC1)CN=[N+]=[N-]